3-amino-5-[(4-fluorophenyl)sulfonyl]-N-[(1-hydroxycyclopropyl)methyl]pyridine-2-carboxamide NC=1C(=NC=C(C1)S(=O)(=O)C1=CC=C(C=C1)F)C(=O)NCC1(CC1)O